C(CCC)OC(NC(C(N1CCN(CC1)C1=CC(=CC=C1)OC(F)(F)F)=O)CC)=O butyl(1-oxo-1-(4-(3-(trifluoromethoxy)phenyl)piperazin-1-yl)butan-2-yl)carbamate